(S)-1-(3-methoxy-4-(4-methyl-1H-imidazol-1-yl)benzoyl)-N-(2-(phenylthio)phenyl)pyrrolidine-2-carboxamide COC=1C=C(C(=O)N2[C@@H](CCC2)C(=O)NC2=C(C=CC=C2)SC2=CC=CC=C2)C=CC1N1C=NC(=C1)C